7-[(2-hydroxyethyl)(methyl)amino]phenazine-2-sulfonic acid OCCN(C=1C=C2N=C3C=CC(=CC3=NC2=CC1)S(=O)(=O)O)C